6-hydroxy-2-naphthalenesulfonic acid OC=1C=C2C=CC(=CC2=CC1)S(=O)(=O)O